1-pentylpyridine chloride [Cl-].C(CCCC)N1CC=CC=C1